nitroxymethyl ether O([N+](=O)[O-])COCO[N+](=O)[O-]